1-(4-bromophenyl)-3-methylcyclobutane-1-carbaldehyde BrC1=CC=C(C=C1)C1(CC(C1)C)C=O